C1(=CC=CC=C1)C=1N=C(C2=C(C=NNC2=O)N1)NC1=CC=C(C=C1)N1CCNCC1 2-phenyl-4-(4-(piperazin-1-yl)phenylamino)pyrimido[4,5-d]pyridazin-5(6H)-one